2-(3,4-dimethoxyphenyl)-7-(1,2,3,6-tetrahydropyridin-4-yl)-4H-pyrimido[1,2-b]pyridazin COC=1C=C(C=CC1OC)C=1N=C2N(N=C(C=C2)C=2CCNCC2)CC1